FC(C(=O)C1=CC=CC=C1)(I)F 2,2-difluoro-2-iodo-1-phenylethane-1-one